ClC1=NC2=C(N1C)C=CC(=C2C)[N+](=O)[O-] 2-chloro-1,4-dimethyl-5-nitro-1H-benzo[d]imidazole